FC1=C(C=CC(=C1)OCC[C@H]1[C@H](C1)C1CCN(CC1)C1=NC=C(C=N1)COC)CC(=O)O 2-(2-fluoro-4-(2-((1S,2R)-2-(1-(5-(methoxymethyl)pyrimidin-2-yl)piperidin-4-yl)cyclopropyl)ethoxy)phenyl)acetic acid